3-[4-(2-bromo-ethyl)phenyl]piperidine-2,6-dione BrCCC1=CC=C(C=C1)C1C(NC(CC1)=O)=O